5-hydroxy-N-methyl-1-(naphthalen-2-ylmethyl)-2-oxo-2,3-dihydro-1H-benzo[b]azepine-4-carboxamide OC=1C2=C(N(C(CC1C(=O)NC)=O)CC1=CC3=CC=CC=C3C=C1)C=CC=C2